N-{3-[({2-[(4-cyanophenyl)amino]-5-(trifluoromethyl)pyrimidin-4-yl}amino)methyl]pyridin-2-yl}-N-methylmethane-sulfonamide C(#N)C1=CC=C(C=C1)NC1=NC=C(C(=N1)NCC=1C(=NC=CC1)N(S(=O)(=O)C)C)C(F)(F)F